NC=1C(=NN(C1C(=O)OC)C)C1CCOCC1 methyl 4-amino-1-methyl-3-(tetrahydro-2H-pyran-4-yl)-1H-pyrazole-5-carboxylate